CN1N=CC(=C1)N1C=NN=C1 4-(1-methyl-1H-pyrazol-4-yl)-4H-1,2,4-triazole